N-(3-(7-(4-phenoxyphenyl)pyrrolo[1,2-c]pyrimidin-5-yl)phenyl)acrylamide O(C1=CC=CC=C1)C1=CC=C(C=C1)C1=CC(=C2N1C=NC=C2)C=2C=C(C=CC2)NC(C=C)=O